NC=1NC(C=2N=CN(C2N1)\C=C\1/[C@@](C1)(CO)CO[P@](=O)(OC1=CC=C(C=C1)C1(CC1)C)N[C@H](C(=O)OC(C)C)C)=O (S)-Isopropyl 2-(((S)-(((S,Z)-2-((2-amino-6-oxo-1H-purin-9(6H)-yl)methylene)-1-(hydroxymethyl)cyclopropyl)methoxy)(4-(1-methylcyclopropyl)phenoxy)phosphoryl)amino)propanoate